CC(=O)N(C)C1=CC=C(C=C1)N N-(4-aminophenyl)-N-methylacetamide